SCCC(=O)O.SCCC(=O)O.SCCC(=O)O.SCCC(=O)O.O=C[C@H](O)[C@@H](O)[C@H](O)[C@H](O)CO glucose tetrakis(3-mercaptopropionate)